3,5-dimethyl-4-methoxyphenylboronic acid pinacol ester CC=1C=C(C=C(C1OC)C)B1OC(C)(C)C(C)(C)O1